C(C=C)(=O)O.C1(=CC=CC=C1)OC(C1=CC=CC=C1)=O benzoic acid phenyl ester acrylate